2-(N-(((2S,5R)-5-((tert-butoxycarbonyl)amino)tetrahydro-2H-pyran-2-yl)methyl)sulfamoyl)acetic acid C(C)(C)(C)OC(=O)N[C@@H]1CC[C@H](OC1)CNS(=O)(=O)CC(=O)O